C(C)(C)(C)[C@H]1N2C(C=3N(N=C4C(=CC=CC34)OCCCCCCCCC(=O)OCC)C1)=CC(C(=C2)C(=O)O)=O (R)-6-(tert-butyl)-10-((9-ethoxy-9-oxononyl)oxy)-2-oxo-6,7-dihydro-2H-pyrido[2',1':3,4]pyrazino[1,2-b]indazole-3-carboxylic Acid